5-(tert-butyl)-N-(2-methyl-4-(5-(5-(piperazin-1-yl)pyridin-2-yl)-1H-pyrazolo[3,4-b]Pyridin-3-yl)benzyl)-1,2,4-oxadiazole-3-carboxamide C(C)(C)(C)C1=NC(=NO1)C(=O)NCC1=C(C=C(C=C1)C1=NNC2=NC=C(C=C21)C2=NC=C(C=C2)N2CCNCC2)C